C1(CCC1)C1=CC(=C(C=C1)N1C(C=CC2=CC(=CC=C12)S(=O)(=O)NC=1N=NC=CC1)=O)OC (P)-1-(4-cyclobutyl-2-methoxyphenyl)-2-oxo-N-(pyridazin-3-yl)-1,2-dihydroquinoline-6-sulfonamide